CC(C)OC1=CC=C(C2=CC=CC=C12)S(=O)(=O)NC1=C(C=CC=C1)C#CC=1C=CC=NC1 5-(2-{2-[4-(Propan-2-yloxy)naphthalin-1-sulfonamido]phenyl}ethynyl)pyridin